6-((5-(2-hydroxyethyl)-4-methylthiazol-2-yl)amino)-N-methylnicotinamide OCCC1=C(N=C(S1)NC1=NC=C(C(=O)NC)C=C1)C